N,N-bis(2-hydroxyethyl)p-phenylenediamine OCCN(C1=CC=C(C=C1)N)CCO